4,6-diethoxy-2-(2-pyridyl)-5-trifluoromethylpyrimidine C(C)OC1=NC(=NC(=C1C(F)(F)F)OCC)C1=NC=CC=C1